copper-calcium oxide [O-2].[Ca+2].[Cu+2].[O-2]